NC=1C(N(C=C(C1)F)C1CCC(CC1)(F)F)=O 3-amino-1-(4,4-difluorocyclohexyl)-5-fluoropyridin-2(1H)-one